C(CC)C1=C(C=C)C(=CC(=C1)CCC)CCC 2,4,6-tripropylstyrene